C(CCCCCCC\C=C/CCCCCCCC)(=O)O.C(CCCCCCCCCCCCCCC)NCCCN N-cetyl trimethylenediamine oleate